FC1=C(C=CC=C1)C(=O)N1CCC=2C1=CN=CC2C2=CC(=CC=C2)F (2-fluorophenyl)(4-(3-fluorophenyl)-2,3-dihydro-1H-pyrrolo[2,3-c]pyridine-1-yl)methanone